C(CCCCC)N=CCCCC1=CC=CC(=N1)C(CC)=O 6-(Hexylimino)butyl-2-propionylpyridin